FC=1C=C(CC=2C=C(C(=C3CCCC23)OC)C(=O)N[C@@H]2[C@H](COCC2)O)C=CC1C(NCCCOC)=O 7-(3-Fluoro-4-((3-methoxypropyl)carbamoyl)benzyl)-N-((3R,4S)-3-hydroxytetrahydro-2H-pyran-4-yl)-4-methoxy-2,3-dihydro-1H-indene-5-carboxamide